C(C1=CC=CC=C1)O[C@@](CCC=C)(C(F)(F)F)C1=NN=C(O1)C1=NC(=C(C=C1NC(OC(C)(C)C)=O)C(F)(F)F)C(C(CC=C)(C)C)=O tert-Butyl N-[2-[5-[(1R)-1-benzyloxy-1-(trifluoromethyl)pent-4-enyl]-1,3,4-oxadiazol-2-yl]-6-(2,2-dimethylpent-4-enoyl)-5-(trifluoromethyl)-3-pyridyl]carbamate